tert-butyl [(1R)-1-{3-[(2RS)-1,1-difluoro-2-hydroxy-3,3-dimethylbutyl]-2-fluorophenyl}ethyl]carbamate FC([C@@H](C(C)(C)C)O)(F)C=1C(=C(C=CC1)[C@@H](C)NC(OC(C)(C)C)=O)F |&1:2|